C(C1=CC=CC=C1)OCC1=NN(C(N1CC)=O)C1=C(C=C2C(N(CN(C2=C1)C(C)C)C1=C(C=CC=C1F)Cl)=O)F 7-(3-((Benzyloxy)methyl)-4-ethyl-5-oxo-4,5-dihydro-1H-1,2,4-triazol-1-yl)-3-(2-chloro-6-fluorophenyl)-6-fluoro-1-isopropyl-2,3-dihydroquinazolin-4(1H)-one